ClC1=C2CC(C(C2=CC=C1)O)C(=O)OC methyl 4-chloro-1-hydroxy-2,3-dihydro-1H-indene-2-carboxylate